(4-chloro-2-methoxyphenyl)(1H-imidazol-4-yl)methanone ClC1=CC(=C(C=C1)C(=O)C=1N=CNC1)OC